N1N=CC2=CC(=CC=C12)C=1C=C(C(=O)NC=2N(C=C(N2)CCCC(N2CCCCC2)=O)C2=CC=CC=C2)C=CC1 3-(1H-indazol-5-yl)-N-(4-(4-oxo-4-(piperidin-1-yl)butyl)-1-phenyl-1H-imidazol-2-yl)benzamide